(3S)-tert-butyl 6-(2-(1,4-dimethyl-6-oxopiperazin-2-yl)benzo[d]thiazol-5-yl)-3-methyl-3,4-dihydropyridine-1(2H)-carboxylate CN1C(CN(CC1=O)C)C=1SC2=C(N1)C=C(C=C2)C2=CC[C@@H](CN2C(=O)OC(C)(C)C)C